C(#N)C1=CC(=C(COC2=CC=CC(=N2)C2=CC(=C(CC3=NC4=C(N3CCOC)C=C(C=C4)P(O)(O)=O)C=C2)F)C=C1)F (2-(4-(6-((4-Cyano-2-fluorobenzyl)oxy)pyridin-2-yl)-2-fluorobenzyl)-1-(2-methoxyethyl)-1H-benzo[d]imidazol-6-yl)phosphonic acid